6-chloro-3-(((R)-1-(2-((1S,4S)-5-(5-fluoropyridin-2-yl)-2,5-diazabicyclo[2.2.1]heptan-2-yl)-3,6-dimethyl-4-oxo-3,4-dihydroquinazolin-8-yl)ethyl)amino)-N-(methylsulfonyl)picolinamide ClC1=CC=C(C(=N1)C(=O)NS(=O)(=O)C)N[C@H](C)C=1C=C(C=C2C(N(C(=NC12)N1[C@@H]2CN([C@H](C1)C2)C2=NC=C(C=C2)F)C)=O)C